4-((2R)-4-amino-2-((S)-2,2,2-trifluoro-1-hydroxyethyl)pyrrolidin-1-yl)-2-(trifluoromethyl)benzonitrile hydrochloride Cl.NC1C[C@@H](N(C1)C1=CC(=C(C#N)C=C1)C(F)(F)F)[C@@H](C(F)(F)F)O